OC1=C(CNC2=C3N=CN(C3=NC=N2)[C@H]2[C@@H](O)[C@H](O)[C@H](O2)CO)C(=CC(=C1)O)O 6-(2,4,6-trihydroxybenzylamino)-9-β-D-arabinofuranosylpurine